C(C)(C)(NC1=CC=CC=C1)NC1=CC=CC=C1 isopropylidenedianiline